oxido-1,4-azaphosphinan [O-]N1CCPCC1